FCCN1C(=NC2=C1C=C(C=C2)C=2C=CN1N=C(N=C(C12)OC)NC1CCN(CC1)C1COC1)C 5-(1-(2-fluoroethyl)-2-methyl-1H-benzo[d]imidazol-6-yl)-4-methoxy-N-(1-(oxetan-3-yl)piperidin-4-yl)pyrrolo[2,1-f][1,2,4]triazin-2-amine